OC1=CC=C(OC=2C=CC=C3C=4CCNC(C4NC23)=O)C=C1 8-(4-Hydroxyphenoxy)-1,2,3,4-tetrahydro-β-carboline-1-one